4-(8-((5-cyclopropyl-2-ethoxy-6-(4-fluorophenyl)pyridin-3-yl)methyl)-2-oxo-1-oxa-3,8-diazaspiro[4.5]decan-3-yl)benzenesulfonic acid C1(CC1)C=1C=C(C(=NC1C1=CC=C(C=C1)F)OCC)CN1CCC2(CN(C(O2)=O)C2=CC=C(C=C2)S(=O)(=O)O)CC1